S(=O)(=O)([O-])[O-].OCC[N+](CC=C)(CC=C)CCO.OCC[N+](CC=C)(CCO)CC=C N,N-Bis(2-hydroxyethyl)-N-2-propen-1-yl-2-propen-1-aminium sulfate